C(=C\C1=CC=CC=C1)/N1N=CC=C1 (E)-1-styrylpyrazole